5-Chloro-N4-(2-dimethylphosphorylphenyl)-N2-[4-methoxy-2-[2-methoxyethyl(methyl)amino]phenyl]pyrimidine-2,4-Diamine ClC=1C(=NC(=NC1)NC1=C(C=C(C=C1)OC)N(C)CCOC)NC1=C(C=CC=C1)P(=O)(C)C